NC1=NNC2=C(C=C(C=C12)C1=CC(=NC=C1)N)C#CCCO 4-(3-Amino-5-(2-aminopyridin-4-yl)-1H-indazol-7-yl)but-3-yn-1-ol